ClC1=CC=C(C=C1)C=1SC2=C(N1)CC[C@@]1([C@H]3CC[C@]4([C@H]([C@@H]3CCC12)CCC4=O)C)C (5aR,5bS,7aS,10aS,10bR)-2-(4-chlorophenyl)-5a,7a-dimethyl-4,5,5a,5b,6,7,7a,9,10,10a,10b,11,12,12a-tetradecahydro-8H-cyclopenta[7,8]phenanthro[2,1-d]thiazol-8-one